FC1=C(C(=C(C(=C1F)C1=C(N=NC=C1)C=1C(=NN2C1C=CC=C2)O)F)F)C2=CC=CC=C2 (E)-3-((2,3,5,6-tetrafluoro-[1,1'-biphenyl]-4-yl)diazinyl)pyrazolo[1,5-a]pyridin-2-ol